acrylic acid germanium salt [Ge+2].C(C=C)(=O)[O-].C(C=C)(=O)[O-]